1-[1-chloro-6-(3-chloro-1-isopropyl-1H-indazol-5-ylmethoxy)-3,4-dihydro-naphthalen-2-ylmethyl]-piperidine-4-carboxylic acid ethyl ester C(C)OC(=O)C1CCN(CC1)CC1=C(C2=CC=C(C=C2CC1)OCC=1C=C2C(=NN(C2=CC1)C(C)C)Cl)Cl